[18F]fluorobenzoic acid succinimidyl ester C1(CCC(N1OC(C1=C(C=CC=C1)[18F])=O)=O)=O